FC1=C(C(=O)N[C@@H](C(=O)N2CCC3(CC2)[C@H](CN(C(C3)=O)C)C3=CC=CC=C3)C(C)C)C=C(C=C1)C(F)(F)F 2-fluoro-N-((R)-3-methyl-1-((S)-9-methyl-10-oxo-7-phenyl-3,9-diazaspiro[5.5]undecan-3-yl)-1-oxobutan-2-yl)-5-(trifluoromethyl)benzamide